(1-(3-(4-fluorophenyl)-4-oxo-3,4-dihydro-phthalazin-1-yl)azepan-3-yl)ethylsulphonamide FC1=CC=C(C=C1)N1N=C(C2=CC=CC=C2C1=O)N1CC(CCCC1)CCS(=O)(=O)N